(S)-6-cyclopropyl-N-(3-(1-((7-methyl-5H-pyrrolo[2,3-b]pyrazin-2-yl)amino)ethyl)phenyl)nicotinamide C1(CC1)C1=NC=C(C(=O)NC2=CC(=CC=C2)[C@H](C)NC=2N=C3C(=NC2)NC=C3C)C=C1